CN[C@@H]1CC[C@H](CC1)NC1=NN2C(C=N1)=C(C=C2)C=2C=NC=1N(C2)C(=CN1)C trans-N1-methyl-N4-(5-(3-methylimidazo[1,2-a]pyrimidin-6-yl)pyrrolo[2,1-f][1,2,4]triazin-2-yl)cyclohexane-1,4-diamine